[Cl-].[Cl-].CC=1C(C=C(C1)C)[Zr+2] (2,4-dimethylcyclopentadienyl)zirconium dichloride